CS(=O)(=O)C(C)(C)C1=CC=C(C=N1)NC=1N=CC2=C(N1)CN(CC2)C2=C(C1=C(OCCN1C(=O)OC(C)(C)C)N=C2)C tert-butyl 7-(2-{[6-(2-methanesulfonylpropan-2-yl)pyridin-3-yl]amino}-5H,6H,7H,8H-pyrido[3,4-d]pyrimidin-7-yl)-8-methyl-1H,2H,3H-pyrido[2,3-b][1,4]oxazine-1-carboxylate